C(C)(C)(C)OC(CN1N=C(C2=CC=C(C=C12)NC(=O)OCCCC=C)C(C)=O)=O.ClC1=CC=C(C=C1)NC(CC(CO)N1CCN(CC1)C1=CC=C(C=C1)OC(F)(F)F)=O N-(4-chlorophenyl)-4-hydroxy-3-(4-(4-(trifluoromethoxy)phenyl)piperazin-1-yl)butanamide tert-Butyl-2-(3-Acetyl-6-{[(pent-4-en-1-yloxy)carbonyl]amino}indazol-1-yl)acetate